NCCOCCOCCOCCOCCC(N[C@H](C(=O)N1C(CC(C1)O)C(=O)NCC1=CC=C(C=C1)C1=C(N=CS1)C)C(C)(C)C)=O 1-((s)-1-amino-17-(tert-butyl)-15-oxo-3,6,9,12-tetraoxa-16-azaoctadecan-18-oyl)-4-hydroxy-N-(4-(4-methylthiazol-5-yl)benzyl)pyrrolidine-2-carboxamide